6-{4-[4-(4-ethylphenoxy)benzoyl]piperazin-1-yl}pyridazin-3-amine C(C)C1=CC=C(OC2=CC=C(C(=O)N3CCN(CC3)C3=CC=C(N=N3)N)C=C2)C=C1